thietane 1-oxide S1(CCC1)=O